(S)-2-amino-N-(2-(2,5-dioxo-2,5-dihydro-1H-pyrrol-1-yl)ethyl)-3-phenylpropanamide trifluoroacetate FC(C(=O)O)(F)F.N[C@H](C(=O)NCCN1C(C=CC1=O)=O)CC1=CC=CC=C1